O[C@H](COC=1C=C(C=CC1)S(=O)(=O)NC)CN[C@H]1COC2(C1)CCN(CC2)C2=NC=CC(=N2)OC 3-((S)-2-hydroxy-3-((R)-8-(4-methoxypyrimidin-2-yl)-1-oxa-8-azaspiro[4.5]dec-3-ylamino)propoxy)-N-methylbenzenesulfonamide